C1=CC=CC=2C3=CC=CC=C3C(C12)COC(=O)N[C@@H](CCC(=O)O)C(=O)OCC1=CC=CC=C1 (S)-4-((((9H-fluoren-9-yl)methoxy)carbonyl)amino)-5-(benzyloxy)-5-oxopentanoic acid